FC1([C@@H](CN(CC1)CC1=CC(=C2CN(C(C2=C1)=O)C1=CC(=CC=C1)C1(COC1)C1=NN=CN1C)C(F)(F)F)C)F 6-[[(3R)-4,4-difluoro-3-methyl-1-piperidyl]methyl]-2-[3-[3-(4-methyl-1,2,4-triazol-3-yl)oxetan-3-yl]phenyl]-4-(trifluoromethyl)isoindolin-1-one